FC1(CC(C1)NC1=NC(=NC(=N1)NC1=CC(=NC=C1)C(C)(F)F)C1=NC(=CC=C1)C(F)(F)F)F N2-(3,3-difluorocyclobutyl)-N4-(2-(1,1-difluoroethyl)pyridin-4-yl)-6-(6-(trifluoromethyl)pyridin-2-yl)-1,3,5-triazine-2,4-diamine